ClC=1C(=C2CN(C(C2=CC1)=O)C1C(NC(CC1)=O)=O)C#CCCNC(OC(C)(C)C)=O tert-butyl (4-(5-chloro-2-(2,6-dioxopiperidin-3-yl)-1-oxoisoindolin-4-yl)but-3-yn-1-yl)carbamate